C(C)(=O)[O-].C(C)(=O)[O-].C1(=CC=CC=C1)[IH+].C1(=CC=CC=C1)[IH+] Phenyl-Iodonium diacetate